FC1=C(C=CC(=C1)F)NN 2,4-difluorophenylhydrazine